C(C=C)(=O)N[C@H]1CN(CCC1)CC1=CC(=NC=C1)C(=O)NC1=CC=C(C=C1)C1=CC2=C(N=CN=C2N2CCCC2)N1 (R)-4-((3-acrylamidopiperidin-1-yl)methyl)-N-(4-(4-(pyrrolidin-1-yl)-7H-pyrrolo[2,3-d]pyrimidin-6-yl)phenyl)picolinamide